ICCCCC=CC(CCOCOCOCCC(C)C=CCCCCI)C (3Z)-6-iodo-3-hexenylbutyloxymethyl ether